ethyl-8-{2-[9-(dimethylamino)pentadecyl]cyclopropyl}octanoate C(C)OC(CCCCCCCC1C(C1)CCCCCCCCC(CCCCCC)N(C)C)=O